tertiary butyl 3-(2-(benzyloxy)ethoxy)azetidin-1-carboxylate C(C1=CC=CC=C1)OCCOC1CN(C1)C(=O)OC(C)(C)C